ethyl 3-ethoxycarbonylphenylacetate C(C)OC(=O)C=1C=C(C=CC1)CC(=O)OCC